C1=CC=CC=2C=CC=3C=C4C=CC=CC4=CC3C21 benzanthracene